C=C(C(=O)OCCOC)CC(=O)OCCOC di(2-methoxyethyl) 2-methylenesuccinate